C(#N)C1=CC(=C(C=C1)NS(=O)(=O)C1=CNC(=C1)C1=C(C=CC=C1Cl)Cl)F N-(4-cyano-2-fluoro-phenyl)-5-(2,6-dichlorophenyl)-1H-pyrrole-3-sulfonamide